ClC=1C(=CC(=C(C1)O)C)C1(CCC(CC1)(F)F)C 5-chloro-4-(4,4-difluoro-1-methyl-cyclohexyl)-2-methyl-phenol